F[P-](F)(F)(F)(F)F.N(=[N+]=[N-])C=1N(CC[N+]1C\C=C/CC)C\C=C/CC 2-azido-1,3-di((Z)-pent-2-en-1-yl)-4,5-dihydro-1H-imidazol-3-ium hexafluoro-phosphate